CC1=C(OC(C(=O)O)(C)C)C(=CC(=C1)CN1CCN(CC1)C1=NC=C(C=C1)C(F)(F)F)C 2-(2,6-Dimethyl-4-((4-(5-(trifluoromethyl)pyridin-2-yl)piperazin-1-yl)methyl)phenoxy)-2-methylpropanoic acid